C(CCSC(=S)N)CCSC(=S)N pentamethylenedithiocarbamate